4-(4-((1r,5s)-3,8-diazabicyclo[3.2.1]oct-3-yl)-8-fluoro-2-((4-phenylbicyclo[2.2.2]oct-1-yl)methoxy)pyrido[4,3-d]pyrimidin-7-yl)-5-ethynyl-6-fluoronaphthalen-2-ol [C@H]12CN(C[C@H](CC1)N2)C=2C1=C(N=C(N2)OCC23CCC(CC2)(CC3)C3=CC=CC=C3)C(=C(N=C1)C1=CC(=CC3=CC=C(C(=C13)C#C)F)O)F